NC1=CC(=C(C(=O)OC)C=C1I)Br methyl 4-amino-2-bromo-5-iodobenzoate